B([O-])([O-])[O-].F[Pd-2](F)(F)F tetrafluoropalladium (II) borate